FC(OC1=C(C=C(C(=O)NCC=2C=NN3N=CC=CC32)C=C1)F)F 4-(difluoromethoxy)-3-fluoro-N-(pyrazolo[1,5-b]pyridazin-3-ylmethyl)benzamide